BrC1=C(C2=C(N=C(N=C2)Cl)N(C1)C1CCCC1)C 6-bromo-2-chloro-8-cyclopentyl-5-methylpyrido[2,3-D]Pyrimidine